7-bromo-6-chloro-5-(2,6-difluorophenyl)-3H-1,4-benzodiazepin-2-amine BrC=1C=CC2=C(C(=NCC(=N2)N)C2=C(C=CC=C2F)F)C1Cl